CN1C=NC2=C1C=C(C(=C2)C2=CC=CN1C(=CC=C21)C(=O)NCCCC2=C(C(=C(C(=C2F)F)S(=O)(=O)C)F)F)C(F)(F)F 8-(1-methyl-6-(trifluoromethyl)-1H-benzo[d]imidazol-5-yl)-N-(3-(2,3,5,6-tetrafluoro-4-(methylsulfonyl)phenyl)propyl)indolizine-3-carboxamide